3-Z-[1-(4-(1-oxo-thiomorpholin-4-yl-methyl)-anilino)-1-phenyl-methylene]-6-carbamoyl-2-indolinone O=S1CCN(CC1)CC1=CC=C(N\C(\C2=CC=CC=C2)=C\2/C(NC3=CC(=CC=C23)C(N)=O)=O)C=C1